COC=1C=C(C=CC1)C=1OC2=C(N1)C=CC=C2 2-(3-methoxyphenyl)benzoxazole